ClC=1C=C(C=C(C1)Cl)C1=NC(=CC(=C1)CN1CCC(CC1)CNC(=O)NC)OC=1C=NC(=NC1)N1CCN(CC1)CCCS(=O)(=O)C 1-((1-((2-(3,5-dichlorophenyl)-6-((2-(4-(3-(methyl-sulfonyl)propyl)piperazin-1-yl)pyrimidin-5-yl)oxy)pyridin-4-yl)methyl)piperidin-4-yl)methyl)-3-methylurea